acetyl 2-(2-azidoacetylamino)-2-deoxy-3,4-di-O-acetyl-6-O-(((S)-1-pyridin-4-ylmethoxycarbonylethylamino) (phenoxy) phosphoryl)-D-mannopyranoside N(=[N+]=[N-])CC(=O)N[C@@H]1C(OC(C)=O)O[C@@H]([C@H]([C@@H]1OC(C)=O)OC(C)=O)COP(=O)(OC1=CC=CC=C1)N[C@@H](C)C(=O)OCC1=CC=NC=C1